C(C)N1CCC2(CC2C(=O)N[C@@H](CCCCCC(CC)=O)C=2N=C(NC2C2=CC=NN2C)C2=CC=C(C=C2)F)CC1 6-ethyl-N-((S)-1-(2-(4-fluorophenyl)-5-(1-methyl-1H-pyrazol-5-yl)-1H-imidazol-4-yl)-7-oxononyl)-6-azaspiro[2.5]octane-1-carboxamide